(S)-2-(5-((3-((2-chloro-5-(1-(difluoromethyl)-1H-pyrazol-3-yl)pyridin-4-yl)amino)pentyl)oxy)-1-methyl-1H-pyrazol-4-yl)pyrimidin-4-amine ClC1=NC=C(C(=C1)N[C@H](CCOC1=C(C=NN1C)C1=NC=CC(=N1)N)CC)C1=NN(C=C1)C(F)F